(2S)-2-amino-3-((tert-butoxycarbonyl)amino)butanoic acid N[C@H](C(=O)O)C(C)NC(=O)OC(C)(C)C